2-(TRIFLUOROMETHOXY)NAPHTHALENE-6-BORONIC ACID FC(OC1=CC2=CC=C(C=C2C=C1)B(O)O)(F)F